(S)-3-(5-(4-((1-(3,5-difluoro-4-(3-hydroxy-8-phenyl-6,7-dihydro-5H-benzo[7]annulen-9-yl)phenyl)piperidin-4-yl)methyl)piperazin-1-yl)-1-oxoisoindolin-2-yl)piperidine-2,6-dione FC=1C=C(C=C(C1C1=C(CCCC2=C1C=CC(=C2)O)C2=CC=CC=C2)F)N2CCC(CC2)CN2CCN(CC2)C=2C=C1CN(C(C1=CC2)=O)[C@@H]2C(NC(CC2)=O)=O